C(C)(C)(C)OC(=O)NCC=1C=C(C=CC1)O 3-((tert-Butoxycarbonyl)amino)methylphenol